i-hexyl methacrylate C(C(=C)C)(=O)OCCCC(C)C